C1CCCCC1 (1S,3S)-cyclohexane